FC1(CCC2=C1N=C(N=C2C2CCN(CC2)C(=O)OC(C)(C)C)N2[C@H](CC2)C)F tert-butyl (S)-4-(7,7-difluoro-2-(2-methylazetidin-1-yl)-6,7-dihydro-5H-cyclopenta[d]pyrimidin-4-yl)piperidine-1-carboxylate